3-(5-fluoroindazol-2-yl)cyclobutanecarboxylic acid FC1=CC2=CN(N=C2C=C1)C1CC(C1)C(=O)O